2-(4-(2-chloro-7H-pyrrolo[2,3-d]pyrimidin-7-yl)phenyl)isothiazolidine 1,1-dioxide ClC=1N=CC2=C(N1)N(C=C2)C2=CC=C(C=C2)N2S(CCC2)(=O)=O